N-benzyl-4-(4-methoxyphenyl)-N-methylbutanamide C(C1=CC=CC=C1)N(C(CCCC1=CC=C(C=C1)OC)=O)C